N-((tetrahydro-2H-pyran-2-yl)methyl)pyrazine-2-carboxamide O1C(CCCC1)CNC(=O)C1=NC=CN=C1